C(C)(=O)C([C@](O)([C@@](O)([C@](O)(C(O)C(C)=O)C)C)C)O 1,5-diacetyl-2,3,4-trimethylxylitol